2-[6-amino-5-[8-[2-[3-(5-oxa-2-azaspiro[3.4]octan-2-yl)prop-1-ynyl]-4-pyridyl]-3,8-diazabicyclo[3.2.1]octan-3-yl]pyridazin-3-yl]phenol NC1=C(C=C(N=N1)C1=C(C=CC=C1)O)N1CC2CCC(C1)N2C2=CC(=NC=C2)C#CCN2CC1(C2)OCCC1